C(C1=CC=CC=C1)N(CC(O)C1=NC=CC=C1)CCO 2-(benzyl(2-hydroxyethyl)amino)-1-(pyridine-2-yl)ethane-1-ol